4-chloro-N-(2,4,5-trifluoro-3-(quinoxaline-6-carbonyl)phenyl)-3-(trifluoromethyl)benzamide tert-butyl-3-oxo-2-azabicyclo[3.1.1]heptane-2-carboxylate C(C)(C)(C)OC(=O)N1C2CC(CC1=O)C2.ClC2=C(C=C(C(=O)NC1=C(C(=C(C(=C1)F)F)C(=O)C=1C=C3N=CC=NC3=CC1)F)C=C2)C(F)(F)F